OCCS(=O)(=O)C1=CC=C(OC[C@H]2C[C@H](N(C2)C2CCC=3C=CC(=CC3C2)C#N)C)C=C1 7-[(2R,4S)-4-{[4-(2-hydroxyethanesulfonyl)phenoxy]methyl}-2-methylpyrrolidin-1-yl]-5,6,7,8-tetrahydronaphthalene-2-carbonitrile